4-amino-3-(tert-butylmercapto)-2-(2-fluorophenylamino)benzoic acid methyl ester COC(C1=C(C(=C(C=C1)N)SC(C)(C)C)NC1=C(C=CC=C1)F)=O